methyl (E)-3-(2-bromo-6-fluorophenyl)but-2-enoate BrC1=C(C(=CC=C1)F)/C(=C/C(=O)OC)/C